C(C)N(C(C1=C(C=CC(=C1)F)OC1=C(N=CN=N1)N1CC2(CN(C2)[C@@H](C(C)C)CCCN(C)CCO)CC1)=O)C(C)C (R)-N-ethyl-5-fluoro-2-((5-(2-(6-((2-hydroxyethyl)(methyl)amino)-2-methylhexan-3-yl)-2,6-diazaspiro[3.4]octan-6-yl)-1,2,4-triazin-6-yl)oxy)-N-isopropylbenzamide